tert-Butyl (3-cyano-7-fluoro-4-(5-fluoro-3-(3-morpholinopyrrolidin-1-yl)-7,9-dihydrofuro[3,4-f]quinazolin-6-yl)thieno[3,2-c]pyridin-2-yl)carbamate C(#N)C1=C(SC2=C1C(=NC=C2F)C=2C1=C(C=3C=NC(=NC3C2F)N2CC(CC2)N2CCOCC2)COC1)NC(OC(C)(C)C)=O